2-Methoxy-6-(1H-pyrazol-1-yl)benzenesulfonamide COC1=C(C(=CC=C1)N1N=CC=C1)S(=O)(=O)N